C(C)OC(=O)C=1C(C(=C2N([C@@H](CC=3C=C(C(=NC23)Cl)OCCCOC)C(C)(C)C)C1)OCC1=CC=CC=C1)=O (S)-11-(benzyloxy)-6-(tert-butyl)-2-chloro-3-(3-methoxypropoxy)-10-oxo-6,10-dihydro-5H-pyrido[1,2-H][1,7]Naphthyridine-9-carboxylic acid ethyl ester